N-(2-methoxy-5-(6-(pyrrolidin-1-yl)pyridazin-3-yl)phenyl)pentanamide COC1=C(C=C(C=C1)C=1N=NC(=CC1)N1CCCC1)NC(CCCC)=O